tert-Butyl 3-carbamimidoylazetidine-1-carboxylate, acetic acid salt C(C)(=O)O.C(N)(=N)C1CN(C1)C(=O)OC(C)(C)C